1-(13Z,16Z-docosadienoyl)-2-(5Z,8Z,11Z,14Z-eicosatetraenoyl)-glycero-3-phosphocholine CCCCC/C=C\C/C=C\CCCCCCCCCCCC(=O)OC[C@H](COP(=O)([O-])OCC[N+](C)(C)C)OC(=O)CCC/C=C\C/C=C\C/C=C\C/C=C\CCCCC